N12C[C@@H]3C([C@@H](CC(C1)C3)C2)O (1r,3R,4r,5S,7s)-1-azaadamantan-4-ol